C1=CC=C2C(=C1)C=CN2[C@H]3[C@@H]([C@H]([C@@H]([C@H](O3)CO)O)O)O The molecule is an N-glycosyl compound that is 1H-indole in which the hydrogen attached to the nitrogen has been replaced by a beta-D-glucosyl group. A (non-fluorescent) constituent of the death fluorescence compounds of C. elegans. SMID ID: iglu#1. It has a role as a Caenorhabditis elegans metabolite. It is a N-glycosyl compound and a member of indoles. It derives from a 1H-indole.